FC(CNN1C(NCC2=CC=CC=C12)=O)(F)F ((2,2,2-trifluoroethyl)amino)-3,4-dihydroquinazolin-2(1H)-one